1-((1-(2-((tert-butyldiphenylsilyl)oxy)ethyl)-4-(7-chloro-2-oxoindolin-5-yl)-1H-pyrazol-3-yl)methoxy)propan [Si](C1=CC=CC=C1)(C1=CC=CC=C1)(C(C)(C)C)OCCN1N=C(C(=C1)C=1C=C2CC(NC2=C(C1)Cl)=O)COCCC